5-(difluoromethyl)-1'-[2-({1-[(cis)-3-hydroxy-3-methylcyclobutyl]-1H-pyrrolo[2,3-b]pyridin-5-yl}oxy)ethyl]-1,2-dihydrospiro[indole-3,4'-piperidin]-2-one FC(C=1C=C2C(=CC1)NC(C21CCN(CC1)CCOC=1C=C2C(=NC1)N(C=C2)C2CC(C2)(C)O)=O)F